C(C)(C)(C)OC(=O)NCCCN(C(OCC1=CC=CC=C1)=O)C benzyl N-[3-(tert-butoxycarbonylamino)propyl]-N-methyl-carbamate